C1N(CCC2=CC=CC=C12)C[C@H](CN1CC(OC2=C(C1=O)C=CC(=C2)CN2CCN(CC2)C=O)(C)C)O 4-[[4-[(2R)-3-(3,4-dihydro-1H-isoquinolin-2-yl)-2-hydroxy-propyl]-2,2-dimethyl-5-oxo-3H-1,4-benzoxazepin-8-yl]methyl]piperazin-1-carbaldehyde